6-(2-(4-(2-(4,4-difluorocyclohex-1-en-1-yl)-6-methylpyrimidin-4-yl)-1H-pyrazol-1-yl)-5-nitrophenyl)-6-azaspiro[2.5]octane FC1(CC=C(CC1)C1=NC(=CC(=N1)C=1C=NN(C1)C1=C(C=C(C=C1)[N+](=O)[O-])N1CCC2(CC2)CC1)C)F